methyl 3-methyl-8-methylene-5,6,7,8-tetrahydroquinoline-5-carboxylate CC=1C=NC=2C(CCC(C2C1)C(=O)OC)=C